C(C)OC(CCCC1=NC2=C(N1C)C=CC(=C2)N(CCCl)CCCl)=O 4-{5-[bis-(2-chloro-ethyl)-amino]-1-methyl-1H-benzimidazol-2-yl}-butyric acid ethyl ester